C(C1C(CC(CC1CC)N)CC)C1C(CC(CC1CC)N)CC 4,4'-methylenebis(3,5-diethylcyclohexylamine)